C(C1=CC=CC=C1)OC(=O)N1CCC(CC1)C1=NC=C(C=C1)Br.C(CCC)OC(C1CCN(CC1)C=1C=CC(=NC1)C1CCN(CC1)C(=O)OCC1=CC=CC=C1)OCCCC Benzyl 4-{5-[4-(dibutoxymethyl)piperidin-1-yl]pyridin-2-yl}piperidine-1-carboxylate Benzyl-4-(5-bromopyridin-2-yl)piperidine-1-carboxylate